Cl.FC(C1(CC1)NC(=O)C=1C=NN2C1CNCC2)(F)F N-(1-(trifluoromethyl)cyclopropyl)-4,5,6,7-tetrahydropyrazolo[1,5-a]pyrazine-3-carboxamide hydrochloride